S(CCC(=O)OC(CCCCCCCCCCCCCCCCC)=O)CCC(=O)OC(CCCCCCCCCCCCCCCCC)=O bis-stearoyl thio-dipropionate